C(C)(C)C1CC(C(CC1)=C)OC(C)OC(COC)C 4-isopropyl-2-[1-(2-methoxy-1-methyl-ethoxy)ethoxy]-1-methylene-cyclohexane